C(C=C)(=O)OCC1CCC(CC1)CO cyclohexane-1,4-dimethanol monoacrylate